C1CNCCC12CCC(CC2)N2CCN(CC2)CC2=C(C=C(C=C2OC)C2=CN(C(C1=CN=CC=C21)=O)C)OC 4-[4-[[4-(3-azaspiro[5.5]undecan-9-yl)piperazin-1-yl]methyl]-3,5-dimethoxyphenyl]-2-methyl-2,7-naphthyridin-1-one